N[C@H](C(=O)N1CC2=C(CC1)NC(=N2)C2=NNC1=CC(=CC=C21)C2=C(C=C(C=C2)O)CC)CC2=CC=CC=C2 (S)-2-amino-1-[2-[6-(2-ethyl-4-hydroxyphenyl)-1H-indazol-3-yl]-1,4,6,7-tetrahydro-5H-imidazo[4,5-c]pyridin-5-yl]-3-phenylpropan-1-one